N-(4-bromo-3-fluorophenyl)-2-chloroacetamide BrC1=C(C=C(C=C1)NC(CCl)=O)F